ClC=1C(=CC(=C(C1)CC(=O)N)OC[C@@](CNC1CCN(CC1)CC1=CC=C(C=C1)Cl)(C)O)O 5-chloro-[2-({2S}-3-[(1-[4-chlorobenzyl]-4-piperidinyl)amino]-2-hydroxy-2-methylpropoxy)-4-hydroxyphenyl]acetamide